5,15-bis(4-carboxyphenyl)-10,20-dibromoporphin zinc [Zn].C(=O)(O)C1=CC=C(C=C1)C=1C2=CC=C(N2)C(=C2C=CC(C(=C3C=CC(=C(C=4C=CC1N4)Br)N3)C3=CC=C(C=C3)C(=O)O)=N2)Br